N-methyl-N-(2,2-dimethyl-2-hydroxyethyl)ethanolamine CN(CCO)CC(O)(C)C